4,4'-oxydi(cyclohexane-1,2-dicarboxylic acid) O(C1CC(C(CC1)C(=O)O)C(=O)O)C1CC(C(CC1)C(=O)O)C(=O)O